1-((3R,5R,8S,9S,10R,13S,14S,17S)-10-Fluoro-3-hydroxy-3,13-dimethylhexadecahydro-1H-cyclopenta[a]phenanthren-17-yl)-2-(5-methoxy-1H-benzo[d][1,2,3]triazol-1-yl)ethan-1-one F[C@]12[C@H]3CC[C@@]4([C@H](CC[C@H]4[C@@H]3CC[C@@H]2C[C@](CC1)(C)O)C(CN1N=NC2=C1C=CC(=C2)OC)=O)C